CC=1N=C(SC1C(=O)OCCC)NC(=O)[C@H]1N(C[C@H](C1)NC(C1=CC(=CC=C1)C1=NOC(=N1)C)=O)C propyl 4-methyl-2-[[(2S,4S)-1-methyl-4-[[3-(5-methyl-1,2,4-oxadiazol-3-yl)benzoyl]amino]pyrrolidine-2-carbonyl]amino]thiazole-5-carboxylate